O1CCN(CC1)C1=CC(=CC(=N1)C=1C=NC(=NC1)N)S(=O)(=O)[C@H]1COCC1 (R)-5-(6-morpholino-4-((tetrahydrofuran-3-yl)sulfonyl)pyridin-2-yl)pyrimidin-2-amine